C(C)(C)(C)OC(=O)N[C@@H]1[C@@H](N(CCC1)C(=O)OCC1=CC=CC=C1)COC1CC=C(CC1)C=1C(=NC=NC1C)OCC(=O)OCC benzyl (2R,3S)-3-((tert-butoxycarbonyl)amino)-2-(((4-(4-(2-ethoxy-2-oxoethoxy)-6-methylpyrimidin-5-yl)cyclohex-3-en-1-yl)oxy)methyl)piperidine-1-carboxylate